6-Bromo-N-2-propenyl-4-quinazolinamine BrC=1C=C2C(=NC=NC2=CC1)NCC=C